2-(5-((S or R)-1-(((R)-((R)-7-fluoro-1,2,3,4-tetrahydropyrido[2,3-b]pyrazin-3-yl)(phenyl)methyl)amino)propan-2-yl)-2-methoxyphenyl)acetic acid FC1=CC2=C(N[C@H](CN2)[C@@H](C2=CC=CC=C2)NC[C@@H](C)C=2C=CC(=C(C2)CC(=O)O)OC)N=C1 |o1:18|